ClC=1C=C2C(C(=CN(C2=CC1N1[C@H](CCC1)COC1=NC=CC=C1Cl)C1=NN2C(CNCC2)=C1)C(=O)O)=O (R)-6-chloro-7-(2-(((3-chloropyridin-2-yl)oxy)methyl)pyrrolidin-1-yl)-4-oxo-1-(4,5,6,7-tetrahydropyrazolo[1,5-a]pyrazin-2-yl)-1,4-dihydroquinoline-3-carboxylic acid